C(C)(=O)N[C@@H](CCCCN)C(=O)N[C@@H](CC1=CC=C(C=C1)O)C(=O)N[C@@H](CS)C(=O)N N-AcetyLLysyltyrosylcysteine Amide